FC1=CC=CC(=N1)NC1=C(C(=O)NOC)C(=CC=N1)C1=C(C(=CC=C1)C1=NN(C=C1)C)OC ((6-Fluoropyridin-2-yl)amino)-N-methoxy-4-(2-methoxy-3-(1-methyl-1H-pyrazol-3-yl)phenyl)nicotinamide